BrC=1C=C(C=CC1F)NC(C1=NC=CC(=C1)C(F)(F)F)=O N-(3-bromo-4-fluorophenyl)-4-(trifluoromethyl)picolinamide